4'-(2-ethoxyethoxy)-2',6'-dimethyl-[1,1'-biphenyl] C(C)OCCOC1=CC(=C(C(=C1)C)C1=CC=CC=C1)C